tert-butyl N-(3-fluoro-2-hydroxy-propyl)carbamate FCC(CNC(OC(C)(C)C)=O)O